C1[C@H]([C@H]([C@@H](C(O1)O)O)O)O D(-)-arabinose